(S)-4-amino-7-chloro-N-methyl-N-(6-(trifluoromethoxy)-2,3-dihydrobenzofuran-3-yl)imidazo[1,5-a]quinoxaline-8-carboxamide NC=1C=2N(C3=CC(=C(C=C3N1)Cl)C(=O)N([C@@H]1COC3=C1C=CC(=C3)OC(F)(F)F)C)C=NC2